3-fluoro-4-((2-(1-methyl-1H-pyrazol-4-yl)pyridine-4-yl)oxy)aniline tricosyl-eicos-13-enoate C(CCCCCCCCCCCCCCCCCCCCCC)OC(CCCCCCCCCCCC=CCCCCCC)=O.FC=1C=C(N)C=CC1OC1=CC(=NC=C1)C=1C=NN(C1)C